7-(2-chlorophenyl)-4,7-dihydrotetrazolo[1,5-a]pyrimidine-5-carboxylic acid ClC1=C(C=CC=C1)C1C=C(NC=2N1N=NN2)C(=O)O